CC(C)C(C(C)C)OC(C)=O 2,4-dimethyl-3-acetoxypentane